CN1CCC(CC1)NC1=C2C=C(N(C2=CC=C1)CC(F)(F)F)C1=NN=C(S1)CNC(=O)C=1C=NNC1 N-[(5-{4-[(1-methylpiperidin-4-yl)amino]-1-(2,2,2-trifluoroethyl)-1H-indol-2-yl}-1,3,4-thiadiazol-2-yl)methyl]-1H-pyrazole-4-carboxamide